S1C(=NC=C1)C=1SC=CN1 thiazolyl-(thiazole)